NC1=NC(=CC(=N1)C=1C(=C(C#N)C=CC1)C)C1=CC(N(C=C1)CC1=CC(=CC=C1)CO)=O 3-(2-amino-6-(1-(3-(hydroxymethyl)benzyl)-2-oxo-1,2-dihydropyridin-4-yl)pyrimidin-4-yl)-2-methylbenzonitrile